N-methyl-3-(trichlorostannyl)propan-1-amine CNCCC[Sn](Cl)(Cl)Cl